3-(6,8-Dichloro-2-methyl-3,4-dihydro-1H-isoquinolin-4-yl)benzenesulfonyl chloride, hydrochloride Cl.ClC=1C=C2C(CN(CC2=C(C1)Cl)C)C=1C=C(C=CC1)S(=O)(=O)Cl